[Cl-].[Cl-].C[SiH](C)C1=C(C(=C2C(=C(C(C2=C1)[Zr+2]C1C(=C(C2=C(C(=C(C=C12)[SiH](C)C)C)C1=CC=CC=C1)C1C(=CC2=C(C(=CC=C12)C)C1=CC=CC=C1)C=1OC(=CC1)C)C)C)C1C(=CC2=C(C(=CC=C12)C)C1=CC=CC=C1)C=1OC(=CC1)C)C1=CC=CC=C1)C Bis[dimethylsilyl-{2-(5-methyl-2-furyl)-4-phenyl-5-methyl-1-indenyl}{2,5-dimethyl-4-phenyl-1-indenyl}]zirconium dichloride